FC(CN1N=CC2=CC=C(C=C12)C(=O)OC)F methyl 1-(2,2-difluoroethyl)-1H-indazole-6-carboxylate